(1-vinyl-2-oxabicyclo[2.2.2]oct-4-yl) methyl-4-methylbenzenesulfonate CC1=C(C=CC(=C1)C)S(=O)(=O)OC12COC(CC1)(CC2)C=C